4-((1R,3S)-3-hydroxycyclohexylamino)-2-((S)-5,6,7,8-tetrahydroquinolin-7-ylamino)pyrimidine-5-carboxamide O[C@@H]1C[C@@H](CCC1)NC1=NC(=NC=C1C(=O)N)N[C@H]1CCC=2C=CC=NC2C1